N-cyclooctyl-4-(2-chlorophenyl)-1H-pyrrole-2-carboxamide C1(CCCCCCC1)NC(=O)C=1NC=C(C1)C1=C(C=CC=C1)Cl